methyl 6-(3-methoxypropoxy)-4-methylpyridazine-3-carboxylate COCCCOC1=CC(=C(N=N1)C(=O)OC)C